2-anilinecarboxylic acid ethyl ester C(C)OC(=O)C=1C(N)=CC=CC1